(E)-butyl(2,6-dimethoxy-4-(2-nitroprop-1-en-1-yl)phenyl)sulfane C(CCC)SC1=C(C=C(C=C1OC)\C=C(/C)\[N+](=O)[O-])OC